N(=[N+]=[N-])[C@H]1C[C@H](N(C1)CC1=CC=CC=C1)C(=O)OC methyl (2S,4S)-4-azido-1-benzylpyrrolidine-2-carboxylate